4-[6-[[7-cyclopentyl-6-(dimethylcarbamoyl)pyrrolo[2,3-d]pyrimidin-2-yl]amino]-3-pyridyl]-piperazine-1-carboxylate C1(CCCC1)N1C(=CC2=C1N=C(N=C2)NC2=CC=C(C=N2)N2CCN(CC2)C(=O)[O-])C(N(C)C)=O